Cl.COC=1C=CC2=CN(N=C2C1)C1CCC(CC1)CN 1-[(1r,4r)-4-(6-methoxy-2H-indazol-2-yl)cyclohexyl]methanamine, hydrochloride salt